ClC1=CC=C(C=C1)C1=NN(CCC1C=1SC=CC1)C([N+]1=CC=C(C=C1)N(C)C)=NS(=O)(=O)C1=CC=C(C=C1)C(F)(F)F 1-((3-(4-chlorophenyl)-4-(thiophen-2-yl)-5,6-dihydropyridazin-1(4H)-yl)(((4-(trifluoromethyl)phenyl)sulfonyl)imino)methyl)-4-(dimethylamino)pyridin-1-ium